The molecule is an enolate resulting from the deprotonation of the hydroxy group of 4-hydroxy-6-(pyridin-3-yl)-2H-pyran-2-one. Major species at pH 7.3. It is a conjugate base of a 4-hydroxy-6-(pyridin-3-yl)-2H-pyran-2-one. C1=CC(=CN=C1)C2=CC(=CC(=O)O2)[O-]